(1R,3R)-3-(4,4-diethyl-2-imino-6-oxo-hexahydropyrimidin-1-yl)-N-[(1R,2R)-2-hydroxyindan-1-yl]-1-methoxy-indane-5-carboxamide C(C)C1(NC(N(C(C1)=O)[C@@H]1C[C@H](C2=CC=C(C=C12)C(=O)N[C@H]1[C@@H](CC2=CC=CC=C12)O)OC)=N)CC